tertbutyl (trans)-4-({5-bromo-1-methylpyrazolo[4,3-b]pyridin-3-yl}oxy)cyclohexane-1-carboxylate BrC1=CC=C2C(=N1)C(=NN2C)O[C@@H]2CC[C@H](CC2)C(=O)OC(C)(C)C